CC(CC)S Methyl-propane-1-thiol